COCCOCCOCC(=O)N 2-[2-(2-methoxy-ethoxy)-ethoxy]Acetamide